N-(2-hydroxyethyl)-5-(1H-indole-2-carbonyl)-N-methyl-4H,5H,6H,7H-[1,2]oxazolo[4,5-c]pyridine-3-carboxamide OCCN(C(=O)C1=NOC2=C1CN(CC2)C(=O)C=2NC1=CC=CC=C1C2)C